C(C1=CC=CC=C1)OC1=CC=CC(=N1)C=1CCN(CC1)C(=O)OC(C)(C)C tert-butyl 6-(benzyloxy)-3',6'-dihydro-[2,4'-bipyridine]-1'(2'H)-carboxylate